Para-nitroanisole [N+](=O)([O-])C1=CC=C(C=C1)OC